FC1=C(C=C(C=C1)C1=C(C=C(C=C1)C(=O)O)N1CCC(CC1)C1=C(N=CN1COCC[Si](C)(C)C)C)C 4'-fluoro-3'-methyl-2-(4-(4-methyl-1-((2-(trimethylsilyl)ethoxy)methyl)-1H-imidazol-5-yl)piperidin-1-yl)-[1,1'-biphenyl]-4-carboxylic acid